allyl 2,2-dimethyl-4,11,16-trioxo-12-(2-(tritylamino)ethyl)-3,8,19,22-tetraoxa-5,12,15-triazapentacosan-25-oate CC(C)(OC(NCCOCCC(N(CCNC(CCOCCOCCC(=O)OCC=C)=O)CCNC(C1=CC=CC=C1)(C1=CC=CC=C1)C1=CC=CC=C1)=O)=O)C